3-(isoquinolin-6-yl)-3-(5-(2-(5,6,7,8-tetrahydro-1,8-naphthyridin-2-yl)ethoxy)-1H-indazol-1-yl)propionic acid C1=NC=CC2=CC(=CC=C12)C(CC(=O)O)N1N=CC2=CC(=CC=C12)OCCC1=NC=2NCCCC2C=C1